C(CC)S(=O)(=O)ON=C1C=CC(S1)=C(C#N)C1=C(C=CC=C1)C (5-Propylsulfonyloxyimino-5H-thiophen-2-ylidene)-(2-methylphenyl)acetonitrile